tert-butyl (2S,4S)-2-methyl-4-methylsulfonyloxy-pyrrolidine-1-carboxylate C[C@@H]1N(C[C@H](C1)OS(=O)(=O)C)C(=O)OC(C)(C)C